2-(2-bromopyridin-3-yl)-2,2-difluoroethanol BrC1=NC=CC=C1C(CO)(F)F